FC1(CC1)CNC=1N=CC2=C(N1)NC=C2C=2C=C1C=CC=NC1=CC2 N-((1-fluorocyclopropyl)methyl)-5-(quinolin-6-yl)-7H-pyrrolo[2,3-d]pyrimidin-2-amine